ClC=1C=C2N=CC(=NC2=CC1)C1=CC=C(C=C1)C1=C(C=CC=C1)F 6-chloro-2-(2'-fluoro-[1,1'-biphenyl]-4-yl)quinoxaline